FC(S(=O)(=O)C=1C=C(C=CC1)C=C1CC2(CN(C2)C(=O)OC(C)(C)C)C1)(F)F tert-butyl 6-[[3-(trifluoromethylsulfonyl)phenyl]methylene]-2-azaspiro[3.3]heptane-2-carboxylate